FC1(C(CN(CC1)C1=NC(=CC(=N1)N)C)=C)F 2-(4,4-difluoro-3-methylenepiperidin-1-yl)-6-methylpyrimidin-4-amine